C(CCCC)C(=C)C=C 2-pentyl-1,3-butadiene